BrC1=CC(=C(O[C@H](C(=O)O)CF)C=C1)C(CC)(F)F (R)-2-[4-bromo-2-(1,1-difluoropropyl)phenoxy]-3-fluoropropionic acid